C(C)C1=NC(=NC(=C1S(=O)(=O)N1CC2(C1)CN(C2)CC2(CCOCC2)O)C)C(F)(F)F 4-[[2-[4-ethyl-6-methyl-2-(trifluoromethyl)pyrimidin-5-yl]sulfonyl-2,6-diazaspiro[3.3]heptan-6-yl]methyl]oxan-4-ol